CC([C@@H](C(N1CC=CC[C@H]1C=1C=NC=CC1)=O)N1C(C2=CC=CC=C2C1=O)=O)C 2-((S)-3-methyl-1-oxo-1-((S)-6-(pyridin-3-yl)-5,6-dihydropyridin-1(2H)-yl)butan-2-yl)isoindoline-1,3-dione